6-chloropyridine-3-carboxylic acid hydrazide ClC1=CC=C(C=N1)C(=O)NN